C(#N)C1(CCCC1)C1=CC=C(C=C1)NC(C1=C(N=CC=C1)NCC1=CC=C(C=C1)F)=O N-(4-(1-cyanocyclopentyl)phenyl)-2-((4-fluorobenzyl)amino)nicotinamide